6-fluoro-7-iodo-2H-pyrazolo[4,3-b]Pyridine FC1=C(C=2C(N=C1)=CNN2)I